NCCCNC=1C=C(C=CC1)[C@@H](C(=O)N[C@@H](C(=O)NCC1=CC=C(C=C1)O)CCCN\C(=N/C(NCCNC(CC)=O)=O)\N)N1CC2=CC=CC=C2C1 (R)-2-((S)-2-(3-((3-aminopropyl)amino)phenyl)-2-(isoindolin-2-yl)acetamido)-N-(4-hydroxybenzyl)-5-((Z)-2-((2-propionamidoethyl)carbamoyl)guanidino)pentanamide